5-fluorocarbazol FC1=C2C=3C=CC=CC3NC2=CC=C1